N-{(1S)-1-[4-({2-(difluoromethyl)-7-[(1s)-1-methoxyethyl][1,3]thiazolo[5,4-b]pyridin-6-yl}amino)phenyl]-2,2,2-trifluoroethyl}-N-methyl-1,1-dioxo-1λ6-thiane-4-carboxamide FC(C=1SC2=NC=C(C(=C2N1)[C@H](C)OC)NC1=CC=C(C=C1)[C@@H](C(F)(F)F)N(C(=O)C1CCS(CC1)(=O)=O)C)F